4-benzyloxy-2-(4-tert-butyl-5-chloro-2-methyl-phenyl)-5-(5-chloro-1-methyl-imidazol-2-yl)-1,6-naphthyridine C(C1=CC=CC=C1)OC1=CC(=NC2=CC=NC(=C12)C=1N(C(=CN1)Cl)C)C1=C(C=C(C(=C1)Cl)C(C)(C)C)C